FC=1C=C(C=C(C1N1CCC(CC1)C(F)(F)F)F)NC=1C=CC2=C(OCC(N2C)=O)C1 7-((3,5-difluoro-4-(4-(trifluoromethyl)piperidin-1-yl)phenyl)amino)-4-methyl-2H-benzo[b][1,4]oxazin-3(4H)-one